CC1=C(C2=C(C(=NO2)NC2=CC(=CC=C2)C(F)(F)F)C=C1)C#CC1=NC=CC=C1 6-methyl-7-(pyridin-2-ylethynyl)-N-(3-(trifluoromethyl)phenyl)benzo[d]isoxazol-3-amine